ClC1=NC=C(C(=C1)N1CCC(CC1)(O)C)C#CC1(COCC1)F (2-chloro-5-((3-fluorotetrahydrofuran-3-yl)ethynyl)pyridin-4-yl)-4-methylpiperidin-4-ol